Cl.C(C(=C)C)(=O)OCCN Aminoethyl Methacrylate Hydrochloride